tert-butyl 4-((5-amino-6-carbamoyl-3-methoxypyridin-2-yl)oxy)piperidine-1-carboxylate NC=1C=C(C(=NC1C(N)=O)OC1CCN(CC1)C(=O)OC(C)(C)C)OC